ClC1=NC=C(C(=N1)NCC1=C(C=CC=C1C(F)(F)F)F)C(=O)N 2-chloro-4-[(2-fluoro-6-(trifluoromethyl)benzyl)amino]pyrimidin-5-carboxamide